C1(CC1)C1=NNC(=C1)NC(CC1=NN(C=C1)C1=CC(=C(C=C1)F)F)=O N-(3-cyclopropyl-1H-pyrazol-5-yl)-2-(1-(3,4-difluorophenyl)-1H-pyrazol-3-yl)acetamide